CC1=CC=C(C=C1)S(=O)(=O)OCCC1[C@@H]2CN(C[C@H]12)NC(=O)OC(C)(C)C 2-((1R,5S,6s)-3-((tert-butoxycarbonyl)amino)-3-azabicyclo[3.1.0]hexan-6-yl)ethyl 4-methylbenzenesulfonate